2-(4-(4,4-dimethyl-1,4-azasilinan-1-yl)-2-methylphenyl)spiro[3.3]heptane-2,6-diamine C[Si]1(CCN(CC1)C1=CC(=C(C=C1)C1(CC2(C1)CC(C2)N)N)C)C